4-(1H-imidazol-1-yl)methylphenylmethylamine N1(C=NC=C1)CC1=CC=C(C=C1)CN